8-chloro-7-(3-methyl-1-{[2-(trimethylsilyl)ethoxy]methyl}-1H-pyrazol-4-yl)-[1,2,4]triazolo[1,5-a]pyridin-2-amine ClC=1C=2N(C=CC1C=1C(=NN(C1)COCC[Si](C)(C)C)C)N=C(N2)N